C(CC1=CC=CC=C1)C1=C(COC2=C(SC=C2)C(=O)NC=2C=NC=CC2)C=CC=C1 3-(2-(phenethyl)benzyloxy)-N-(pyridin-3-yl)thiophene-2-carboxamide